1-benzyl 3-methyl 7-(naphthalen-1-ylmethyl)-5-oxo-8-(3-(trifluoromethyl)phenyl)-2,3-dihydroimidazo[1,2-a]pyridine-1,3(5H)-dicarboxylate C1(=CC=CC2=CC=CC=C12)CC=1C(=C2N(C(C1)=O)C(CN2C(=O)OCC2=CC=CC=C2)C(=O)OC)C2=CC(=CC=C2)C(F)(F)F